2-Amino-5,5-dimethylhexanoic acid hydrochloride Cl.NC(C(=O)O)CCC(C)(C)C